C(#N)C1=NC2=CC(=CC(=C2N=C1C=1CCOCC1)[C@@H](C)NC1=C(C(=O)O)C=CC=C1)C (R)-2-((1-(2-cyano-3-(3,6-dihydro-2H-pyran-4-yl)-7-methylquinoxalin-5-yl)ethyl)amino)benzoic acid